(S)-2-((4-(6-((3-Methylpyrazolo[1,5-a]pyridin-5-yl)methoxy)pyridin-2-yl)piperidine-1-yl)methyl)-1-((oxetan-2-yl)methyl)-1H-benzo[d]imidazole-6-carboxylate CC=1C=NN2C1C=C(C=C2)COC2=CC=CC(=N2)C2CCN(CC2)CC2=NC1=C(N2C[C@H]2OCC2)C=C(C=C1)C(=O)[O-]